C(#N)C1=C(C=CC=C1)NC(=O)N[C@@H](C)C=1N(N=CN1)C1=NC=CC=N1 1-(2-cyanophenyl)-3-[(1S)-1-(2-pyrimidin-2-yl-1,2,4-triazol-3-yl)ethyl]urea